S(=O)(=O)(O)O.C(CCCCCCCCCCCCCCCCC)(=O)OCCN1C=NCC1 1-(2-stearoyloxyethyl)-imidazoline sulfate